N1(CCNCC1)C=1N=CC=2N=CN=C(C2N1)N 6-(piperazin-1-yl)pyrimido[5,4-d]pyrimidin-4-amine